C(C)(C)(C)C1=C(C(=CC(=C1)C1=C2N(C3=CC(=CC=C13)F)C=CC(=C2)Cl)C(C)(C)C)O 2,6-di-tert-butyl-4-(8-chloro-3-fluoropyrido[1,2-a]indol-10-yl)phenol